8-(2,4-Difluorophenyl)-9-(3-fluoro-4-((1-(3-fluoropropyl)azetidin-3-yliden)methyl)-5-methylphenyl)-6,7-dihydro-5H-benzo[7]annulen FC1=C(C=CC(=C1)F)C=1CCCC2=C(C1C1=CC(=C(C(=C1)C)C=C1CN(C1)CCCF)F)C=CC=C2